FC1=CC=C(C=C1)C1=NN2C(CN(CC2)C2(CC=CC=C2)C)=C1C1=CC(=NC=C1)N 4-[2-(4-fluorophenyl)-5-(1-methylphenyl)-4H,6H,7H-pyrazolo[1,5-a]pyrazin-3-yl]pyridin-2-amine